2-sulfoxylamide S(=O)(=O)(O)C1(C(C=CC=C1C)C(=O)N)C